CN(C1=NC(=C(C=2N=C(N=C(C21)N2CCOCCC2)OC[C@]21CCCN1C[C@@H](C2)F)F)C2=CC(=CC1=CC=C(C(=C21)C#C)F)O)C 4-(5-(dimethylamino)-8-fluoro-2-(((2R,7aS)-2-fluorotetrahydro-1H-pyrrolizin-7a(5H)-yl)methoxy)-4-(1,4-oxazepan-4-yl)pyrido[4,3-d]pyrimidin-7-yl)-5-ethynyl-6-fluoro-naphthalen-2-ol